C(C)NC(OC(C)(C)C)=O 1,1-Dimethylethyl ethylcarbamate